2-iodo-N-methylacetamide ICC(=O)NC